(1r,3r)-3-(cyanoamino)-1-fluoro-N-{3-[4-(trifluoromethyl)phenyl]-1H-pyrazol-5-yl}cyclobutane-1-carboxamide sodium [Na].C(#N)NC1CC(C1)(C(=O)NC1=CC(=NN1)C1=CC=C(C=C1)C(F)(F)F)F